(R)-3,3-diethyl-5-(2-(4-(p-tolyl)piperazin-1-yl)ethyl)pyrrolidin-2-one C(C)C1(C(N[C@H](C1)CCN1CCN(CC1)C1=CC=C(C=C1)C)=O)CC